1,3,5-Tris(4-tert-butyl-3-hydroxy-2,6-dimethylbenzyl)-1,3,5-triazin-2,4,6(1H,3H,5H)-trion C(C)(C)(C)C1=C(C(=C(CN2C(N(C(N(C2=O)CC2=C(C(=C(C=C2C)C(C)(C)C)O)C)=O)CC2=C(C(=C(C=C2C)C(C)(C)C)O)C)=O)C(=C1)C)C)O